butyl naphthalenesulphonate C1(=CC=CC2=CC=CC=C12)S(=O)(=O)OCCCC